N1-(4-Methoxybenzyl)-N3-(2-(4-methoxyphenyl)quinolin-4-yl)-N1-methylpropane-1,3-diamine COC1=CC=C(CN(CCCNC2=CC(=NC3=CC=CC=C23)C2=CC=C(C=C2)OC)C)C=C1